BrC=1C=C(C=C(C1)Cl)C1CN(CCO1)S(=O)(=O)C1=C(C=CC=C1)[N+](=O)[O-] 2-(3-bromo-5-chlorophenyl)-4-((2-nitrophenyl)sulfonyl)morpholine